O=C1N2C(C(=CC1NC2=O)C)C(=O)NCNS(N)(=O)=O oxo-3-methyl-7-oxo-N-[(sulfamoylamino)methyl]-1,6-diazabicyclo[3.2.1]oct-3-ene-2-carboxamide